methyl 4-((2R,5S)-3-(3-chloro-4-nitrophenyl)-2-(trifluoromethyl)oxazolidine-5-carbonyl)piperazine-1-carboxylate ClC=1C=C(C=CC1[N+](=O)[O-])N1[C@H](O[C@@H](C1)C(=O)N1CCN(CC1)C(=O)OC)C(F)(F)F